ClC1=C(C=C(C(=C1F)S(N(C1=NC(=CC=C1)F)CC1=C(C=C(C=C1)OC)OC)(=O)=O)F)N1C[C@@](CC1)(C(=O)OC)C methyl (R)-1-(2-chloro-4-(N-(2,4-dimethoxybenzyl)-N-(6-fluoropyridin-2-yl)sulfamoyl)-3,5-difluorophenyl)-3-methylpyrrolidine-3-carboxylate